3-(2,3-dimethylcyclohexyl)aminobutane-1-sulfonic acid CC1C(CCCC1C)NC(CCS(=O)(=O)O)C